C1(CC1)N1CCC(CC1)N1CCC(CC1)C=1C=CC2=C(NC(=N2)C2=CC=C(C=C2)S(=O)(=O)C)C1F 6-(1'-cyclopropyl-[1,4'-bipiperidin]-4-yl)-7-fluoro-2-(4-(methylsulfonyl)phenyl)-1H-benzo[d]imidazole